4-benzyl-1-(3-chloropyridin-2-yl)-3-methyl-N-(1-(phenylcarbamoyl)cyclopropyl)-1H-pyrazole-5-carboxamide C(C1=CC=CC=C1)C=1C(=NN(C1C(=O)NC1(CC1)C(NC1=CC=CC=C1)=O)C1=NC=CC=C1Cl)C